(5S)-5-(3,5-difluorophenyl)-2-[trans-3-(2-fluorophenoxy)cyclobutyl]-2,5,6,7-tetrahydro-3H-pyrrolo[2,1-c][1,2,4]triazol-3-one FC=1C=C(C=C(C1)F)[C@@H]1CCC2=NN(C(N21)=O)[C@@H]2C[C@H](C2)OC2=C(C=CC=C2)F